ClC1=C2C=CN(C2=C(C=C1)C(=O)NC1CC2(CCC2)C1)CC1=CC=C(C=C1)C1=CC(=NC=C1)OCC (Sa)-6-(4-Chloro-1-(4-(2-ethoxypyridin-4-yl)benzyl)-1H-indol-7-carboxamido)spiro[3.3]-heptan